p-methoxystyrol potassium salt [K].COC1=CC=C(C=C)C=C1